COC1=NC=C(C(=N1)OC)C1=C(N=C(O1)C)C 5-(2,4-dimethoxypyrimidin-5-yl)-2,4-dimethyl-oxazole